COC1=CC=C(C=C1)/C(/C#N)=N/OS(=O)(=O)CCCCCCCC (2Z)-(4-Methoxyphenyl){[(octylsulfonyl)oxy]imino}acetonitril